FC(OC1=CC=C(C=C1)N1CCC2=CC(=CC=C12)N)(F)F 1-(4-(trifluoromethoxy)phenyl)indoline-5-amine